O=C1C=C(C=C2N1C(CS2)C(=O)O)C(=O)O 5-oxo-2,3-dihydro-5H-thiazolo[3,2-a]pyridine-3,7-dicarboxylic acid